ClC1=C(C=C2C=C(N=CC2=C1)NC(=O)[C@@H]1CC12CCOCC2)[C@@H](COC)C (R)-N-(7-chloro-6-((S)-1-methoxypropan-2-yl)isoquinolin-3-yl)-6-oxaspiro[2.5]octane-1-carboxamide